FC(C(=CC(C(F)(F)F)(F)F)F)(F)F 1,1,1,2,4,4,5,5,5-nonafluoropentene